2-(((1S,4S,5S)-4-(4-((R)-8-chloro-2-methyl-3-phenyloctan-2-yl)-2,6-dihydroxyphenyl)-6,6-dimethylbicyclo[3.1.1]hept-2-en-2-yl)methyl)isoindoline-1,3-dione ClCCCCC[C@@H](C(C)(C)C1=CC(=C(C(=C1)O)[C@H]1C=C([C@@H]2C([C@H]1C2)(C)C)CN2C(C1=CC=CC=C1C2=O)=O)O)C2=CC=CC=C2